BrC=1C=CC=2N(C1)C(=CN2)C2=NC(=NC=C2)NC=2C=NC(=CC2)N2CCN(CC2)C 4-(6-bromoimidazo[1,2-a]pyridin-3-yl)-N-(6-(4-methylpiperazin-1-yl)pyridin-3-yl)pyrimidin-2-amine